(2-(5-(tert-butoxycarbonyl)-1-((2-(trimethylsilyl)ethoxy)methyl)-1,4,5,6-tetrahydropyrrolo[3,4-d]imidazol-2-yl)pyridin-4-yl)boronic acid C(C)(C)(C)OC(=O)N1CC=2N(C(=NC2C1)C1=NC=CC(=C1)B(O)O)COCC[Si](C)(C)C